O[C@H](C(=O)N1C(CCCCC1)C(=O)N[C@@H](C[C@H]1C(NCC1)=O)C(COC(F)(F)F)=O)C1=CC=CC=C1 1-((S)-2-hydroxy-2-phenylacetyl)-N-((S)-3-oxo-1-((S)-2-oxopyrrolidin-3-yl)-4-(trifluoromethoxy)butan-2-yl)azepane-2-carboxamide